gallic acid, propyl ester C(C1=CC(O)=C(O)C(O)=C1)(=O)OCCC